BrC1=CC=C2C(CN(C2=C1)C(=O)OC(C)(C)C)(C(=O)OC)CCC#N 1-(tert-butyl) 3-methyl 6-bromo-3-(2-cyanoethyl)indoline-1,3-dicarboxylate